C(C=C)(=O)OCCCCCCCCCCCCCCCCCCCCCCCCCCCCCC(C)C isodotriacontyl acrylate